(2R,4R)-4-((3-fluoro-6-((5-methyl-1H-pyrazol-3-yl)amino)pyridin-2-yl)methyl)-2-methyl-1-(2-(trifluoromethyl)benzyl)piperidine-4-carboxylic acid FC=1C(=NC(=CC1)NC1=NNC(=C1)C)C[C@@]1(C[C@H](N(CC1)CC1=C(C=CC=C1)C(F)(F)F)C)C(=O)O